7-[(3-Methylimidazol-4-yl)methyl]-4,7-diazaspiro[2.5]octane CN1C=NC=C1CN1CCNC2(CC2)C1